CCCCC/C=C\CCCCCCCC(=O)O[C@H](COC(=O)CCCCCC/C=C\C/C=C\C/C=C\CCCCC)COP(=O)([O-])OCC[N+](C)(C)C 1-(8Z,11Z,14Z-eicosatrienoyl)-2-(9Z-pentadecenoyl)-glycero-3-phosphocholine